1-(4-(4-(tert-butoxycarbonyl)piperazin-1-yl)-5-(isopropylthio)thiazol-2-yl)-4-(3-fluorophenyl)-3-methyl-1H-pyrazole-5-carboxylic acid C(C)(C)(C)OC(=O)N1CCN(CC1)C=1N=C(SC1SC(C)C)N1N=C(C(=C1C(=O)O)C1=CC(=CC=C1)F)C